4-chloro-1-(2-methoxyethyl)-2-methyl-5-nitro-1H-benzo[d]imidazole ClC1=C(C=CC=2N(C(=NC21)C)CCOC)[N+](=O)[O-]